4-{[3-(5,6-dimethyl-2,3-dihydro-1H-isoindol-2-yl)phenyl]carbonyl}-3-methylpiperazin-2-one CC=1C=C2CN(CC2=CC1C)C=1C=C(C=CC1)C(=O)N1C(C(NCC1)=O)C